2-{[2-(2-dimethylaminoethoxy)ethyl]methylamino}ethanol CN(CCOCCN(CCO)C)C